C1(CC1)CN1[C@H]2[C@@]3(CC[C@@H]([C@H]4[C@@]3(C=3C(=C(C=CC3C2)O)O4)CC1)NC(CC1=CNC4=CC=CC=C14)=O)O 17-Cyclopropylmethyl-3,14β-dihydroxy-4,5α-epoxy-6α-[2-(indol-3-yl)acetamido]morphinan